3-[5,7-difluoro-2-(4-fluorophenyl)-1H-indol-3-yl]-2-methyl-N-[(3S)-2-oxopyrrolidin-3-yl]propanamide FC=1C=C2C(=C(NC2=C(C1)F)C1=CC=C(C=C1)F)CC(C(=O)N[C@@H]1C(NCC1)=O)C